(R)-bicyclo[4.2.0]octa-1(6),2,4-trien-3-yl(hydroxy)methyl-5-(4-methyl-7H-pyrrolo[2,3-d]pyrimidin-7-yl)tetrahydrofuran-3,4-diol C1=2C=C(C=CC2CC1)[C@@]1(OC(C(C1O)O)N1C=CC2=C1N=CN=C2C)CO